C1(CCCC1)C1=NC2=CC(=C(C=C2C(=N1)N1CC(CCC1)N)OC)OCCCN1CCCC1 1-(2-cyclopentyl-6-methoxy-7-(3-(pyrrolidin-1-yl)propoxy)quinazolin-4-yl)piperidin-3-amine